FC1=C(C(=CC=C1)F)NC(C1=C(C=C(C(=C1)F)N1N=C2COCCCN2C1=O)O[C@H](C(F)(F)F)C)=O N-(2,6-difluorophenyl)-5-fluoro-4-(3-oxo-6,7-dihydro-3H,5H-[1,2,4]triazolo[3,4-c][1,4]oxazepin-2(9H)-yl)-2-{[(2S)-1,1,1-trifluoropropan-2-yl]oxy}benzamide